(3-(2-(3-fluoro-1-methyl-1H-pyrazol-4-yl)-3H-imidazo[4,5-b]pyridin-7-yl)-3,8-diazabicyclo[3.2.1]octan-8-yl)((1S,2R)-2-fluorocyclopropyl)methanone FC1=NN(C=C1C1=NC=2C(=NC=CC2N2CC3CCC(C2)N3C(=O)[C@H]3[C@@H](C3)F)N1)C